FC1(CN(CC1)C1=NC=CC(=C1NC(C1=CC=C(C=C1)OC)=O)C1=CC=NN1)F N-(2-(3,3-difluoropyrrolidin-1-yl)-4-(1H-pyrazol-5-yl)pyridin-3-yl)-4-methoxybenzamide